C(#N)C=1C=NC(=NC1)N[C@H]1CN(CC1)C1=NN=CC2=CC(=CC=C12)NC(C=C)=O (R)-N-(1-(3-((5-cyanopyrimidin-2-yl)amino)pyrrolidin-1-yl)phthalazin-6-yl)acrylamide